1-(3-(3,6-difluoro-9H-carbazol-9-yl)-2-hydroxypropyl)-3-methyltetrahydropyrimidin-2(1H)-one FC=1C=CC=2N(C3=CC=C(C=C3C2C1)F)CC(CN1C(N(CCC1)C)=O)O